C(C#C)N PROPARGYLAMINE